Cbz-4-formylpiperidine C(=O)(OCC1=CC=CC=C1)N1CCC(CC1)C=O